Benzyl (R)-6-(2-amino-3-phenylpropoxy)-8-methylquinoline-5-carboxylate N[C@@H](COC1=C(C=2C=CC=NC2C(=C1)C)C(=O)OCC1=CC=CC=C1)CC1=CC=CC=C1